FC=1C=C(C=NC1OC)N1N=C(C2=C1CCOCC2)C=2C=NN(C2)CC2CC1N(CC2)C(OC1(C)C)=O 7-((4-(1-(5-fluoro-6-methoxypyridin-3-yl)-4,5,7,8-tetrahydro-1H-oxepino[4,5-c]pyrazol-3-yl)-1H-pyrazol-1-yl)methyl)-1,1-dimethyltetrahydro-1H-oxazolo[3,4-a]pyridin-3(5h)-one